(2-hydroxyethyl)aminopropyl-trimethoxysilane OCCNCCC[Si](OC)(OC)OC